C1=CC2=CC3C(O3)C4=C2C5=C1C=CC(=C5C=C4)O 1-hydroxypyrene-7,8-oxide